3-(difluoromethyl)-5-fluoro-N-(2-isopropylbenzyl)-1-methyl-1H-pyrazol-4-carboxamid FC(C1=NN(C(=C1C(=O)NCC1=C(C=CC=C1)C(C)C)F)C)F